ClCC1=CC=C(C=C1)C=1C2=CC=C(C=C2OC2=CC(C=CC12)=[N+](C)C)N(C)C [9-[4-(chloromethyl)phenyl]-6-(dimethylamino)xanthen-3-ylidene]-dimethylazanium